2-methyl-N-(2-(prop-1-yn-1-yl)-4-(Trifluoromethyl)phenyl)propanamide CC(C(=O)NC1=C(C=C(C=C1)C(F)(F)F)C#CC)C